3-iodobenzo[b]thiophene-2-carboxylic acid methyl ester COC(=O)C1=C(C2=C(S1)C=CC=C2)I